O[C@@H]1C[C@H]([C@@H](CCCC(C)C)C)[C@]2(CC[C@@H]3[C@]4(CCCCC4CC[C@H]3[C@H]12)C)C 15beta-hydroxycholestane